FC1=C(NC(C(=O)O)=O)C(=CC=C1)F 2-(2,6-difluoroanilino)-2-oxo-acetic acid